(2S,3R,4R,5S)-3,4,5-tris(benzyloxy)-2-(bromomethyl)-1-(3,4-difluorophenethyl)piperidine C(C1=CC=CC=C1)O[C@@H]1[C@H](N(C[C@@H]([C@H]1OCC1=CC=CC=C1)OCC1=CC=CC=C1)CCC1=CC(=C(C=C1)F)F)CBr